OC(CCCN1CCC(CC1)C(C1=CC=CC=C1)(C1=CC=CC=C1)O)C1=CC=C(C=C1)C(C(=O)O)(C)C (+)-4-[1-hydroxy-4-[4-(hydroxydiphenylmethyl)-1-piperidinyl]-butyl]-α,α-dimethyl-benzeneacetic acid